2,2'-(7,7-dimethyl-7H-benzo[c]fluorene-5,9-diyl)dinaphtho[2,3-b]benzofuran CC1(C=2C=C(C=CC2C=2C3=C(C(=CC12)C=1C=CC2=C(C4=C(O2)C=C2C=CC=CC2=C4)C1)C=CC=C3)C=3C=CC1=C(C4=C(O1)C=C1C=CC=CC1=C4)C3)C